(S)-2-(difluoromethoxy)-3,9,10-trimethoxy-6,8,13,13a-tetrahydro-5H-dibenzo[a,g]quinolizine FC(OC=1C(=CC2=C([C@@H]3CC4=C(CN3CC2)C(=C(C=C4)OC)OC)C1)OC)F